NC1=CC(=C(C(=O)NC2CCNCC2)C=C1[N+](=O)[O-])OCC 4-amino-2-ethoxy-5-nitro-N-(piperidin-4-yl)benzamide